N-(2-((R)-3,4-dimethylpiperazin-1-yl)-5-((6-((S)-3-(3-(3-fluorophenoxy)benzyl)isoxazolidin-2-yl)pyrimidin-4-yl)amino)-4-methoxyphenyl)acrylamide C[C@@H]1CN(CCN1C)C1=C(C=C(C(=C1)OC)NC1=NC=NC(=C1)N1OCC[C@@H]1CC1=CC(=CC=C1)OC1=CC(=CC=C1)F)NC(C=C)=O